methyl 2-(4-(hydroxymethyl)phenyl)-1-methyl-1H-imidazole-4-carboxylate OCC1=CC=C(C=C1)C=1N(C=C(N1)C(=O)OC)C